N-(1-(6,7-Difluoro-1-oxo-1,2-dihydroisoquinolin-4-yl)ethyl)-N-methylimidazo[1,2-a]pyridine-2-carboxamide FC=1C=C2C(=CNC(C2=CC1F)=O)C(C)N(C(=O)C=1N=C2N(C=CC=C2)C1)C